1-Methyl-1-ethylpiperidinium cyanid [C-]#N.C[N+]1(CCCCC1)CC